7-isopropoxy-N-(1-methyl-2-oxo-1,2-dihydropyridin-3-yl)-2-((1S,4R)-1-methyl-2-oxabicyclo[2.2.1]hept-4-yl)imidazo[1,2-a]pyrimidine-6-carboxamide C(C)(C)OC1=NC=2N(C=C1C(=O)NC=1C(N(C=CC1)C)=O)C=C(N2)[C@@]21CO[C@@](CC2)(C1)C